(S)-3-((3-butyl-3-ethyl-5-(4-fluorophenyl)-7-(methylsulfanyl)-1,1-dioxo-2,3,4,5-tetrahydro-1,5-benzothiazepin-8-yl)oxy)-2,2-dimethylpropionic acid C(CCC)[C@@]1(CS(C2=C(N(C1)C1=CC=C(C=C1)F)C=C(C(=C2)OCC(C(=O)O)(C)C)SC)(=O)=O)CC